ONC(CCCCCONC(C1=CC(=CC(=C1)C)C)=O)=O N-((6-(hydroxyamino)-6-oxohexyl)oxy)-3,5-dimethylbenzamide